C(C)(=O)N1[C@H]([C@@H]([C@H](C2=CC(=CC=C12)C(=O)Cl)NC(OCC1=CC=CC=C1)=O)C)C1CC1 |r| rac-benzyl ((2S,3R,4R)-1-acetyl-6-(chlorocarbonyl)-2-cyclopropyl-3-methyl-1,2,3,4-tetrahydroquinolin-4-yl)carbamate